OC1=C(C=CC(=C1)O)C(\C=C\C1=CC(=C(C=C1)OC)COC1=CC=CC=C1)=O (E)-1-(2,4-Dihydroxyphenyl)-3-[4-methoxy-3-(phenoxymethyl)phenyl]prop-2-en-1-one